C(C)(C)SC1=NC2=CC=CC=C2C=C1 2-(isopropylsulfanyl)-quinoline